5-amino-3-(4-((5-fluoro-2-methoxybenzamido)methyl)phenyl)-1-(6-(piperazine-1-yl)pyridin-3-yl)-1H-pyrazole-4-carboxamide NC1=C(C(=NN1C=1C=NC(=CC1)N1CCNCC1)C1=CC=C(C=C1)CNC(C1=C(C=CC(=C1)F)OC)=O)C(=O)N